3-pentyloctyl 8-[N-(decyloxy)-4-(dimethylamino)butanamido]-octadecenoate C(CCCCCCCCC)ON(C(CCCN(C)C)=O)C(CCCCC=CC(=O)OCCC(CCCCC)CCCCC)CCCCCCCCCC